(R)-benzyl 5-((tert-butoxycarbonyl)amino)-2-(1,3-dioxoisoindolin-2-yl)-3,3-dimethylpentanoate C(C)(C)(C)OC(=O)NCCC([C@H](C(=O)OCC1=CC=CC=C1)N1C(C2=CC=CC=C2C1=O)=O)(C)C